(5-aminopentyl)-2-(2,5-dioxo-2,5-dihydro-1H-pyrrol-1-yl)acetamide NCCCCCC(C(=O)N)N1C(C=CC1=O)=O